bis[di(pyridin-2-yl)methane] copper(II) bis[bis(trifluoromethylsulfonyl)imide] [N-](S(=O)(=O)C(F)(F)F)S(=O)(=O)C(F)(F)F.[N-](S(=O)(=O)C(F)(F)F)S(=O)(=O)C(F)(F)F.[Cu+2].N1=C(C=CC=C1)CC1=NC=CC=C1.N1=C(C=CC=C1)CC1=NC=CC=C1